(1-(3,4,5-trifluorobenzyl)-1H-pyrazol-4-yl)methylamine FC=1C=C(CN2N=CC(=C2)CN)C=C(C1F)F